N1(CCCC1)C1=NC(=NN2C1=CC=C2)NC=2N=CN(C2)C2=CC(=C(C(=C2)OC)OC)OC 4-(pyrrolidin-1-yl)-N-(1-(3,4,5-trimethoxyphenyl)-1H-imidazol-4-yl)pyrrolo[2,1-f][1,2,4]triazin-2-amine